Triethylamine ((2R,3S,4R,5R)-5-(4-acetamido-2-carbonyl-pyrimidin-1(2H)-yl)-3,4-dihydroxytetrahydrofuran-2-yl)methyl-triphosphate C(C)(=O)NC1=NC(N(C=C1)[C@H]1[C@@H]([C@@H]([C@H](O1)COP(O)(=O)OP(=O)(O)OP(=O)(O)O)O)O)=C=O.C(C)N(CC)CC